7-(1-cyclopropyl-1,2,3,6-tetrahydropyridin-4-yl)-2-(2-methyl-1,3-benzothiazol-6-yl)-4H-pyrido[1,2-a]pyrimidin-4-one C1(CC1)N1CCC(=CC1)C=1C=CC=2N(C(C=C(N2)C2=CC3=C(N=C(S3)C)C=C2)=O)C1